C(C)(C)(C)OOC(C)C(C)OOC(C)(C)C 2,3-di(t-butylperoxy)butane